(R)-(4-chloro-3-fluorophenyl)(3-(2-cyclopropyloxazol-4-yl)-8-methyl-5,6-dihydro-[1,2,4]triazolo[4,3-a]pyrazin-7(8H)-yl)methanone benzyl-(R)-3-vinylpiperidine-1-carboxylate C(C1=CC=CC=C1)OC(=O)N1C[C@H](CCC1)C=C.ClC1=C(C=C(C=C1)C(=O)N1[C@@H](C=2N(CC1)C(=NN2)C=2N=C(OC2)C2CC2)C)F